C[C@]12C3CC[C@@]4(C(=CCC4C3CC=C2C[C@H](CC1)O)N1C=NC(=C1)C)C (3S,10R,13S)-10,13-dimethyl-17-(4-methyl-1H-imidazol-1-yl)-2,3,4,7,8,9,10,11,12,13,14,15-dodecahydro-1H-cyclopenta[a]phenanthren-3-ol